OCCN(CCN1CCN(CC1)CCC(=O)NC1=NC=CC(=C1)N1C2=C(OCC1)C=NC(=C2)C2=C(C=CC(=C2)Cl)F)CCO 3-(4-{2-[bis(2-hydroxyethyl)amino]ethyl}piperazin-1-yl)-N-{4-[7-(5-chloro-2-fluorophenyl)-1H,2H,3H-pyrido[3,4-b][1,4]oxazin-1-yl]pyridin-2-yl}propanamide